CC1=CC=C2C=CC=NC2=C1S(=O)(=O)NC1=C(C=CC=C1)C#CC=1C=CC=NC1 5-{2-[2-(7-Methylchinolin-8-sulfonamido)phenyl]ethynyl}pyridin